OC1=CC=C2[C@@H]([C@@H](COC2=C1)C1=CC=CC=C1)C1=CC=C(C=C1)N1CCN(CC1)CC1=C2CN(C(C2=CC=C1)=O)C1C(NC(CC1)=O)=O 3-(4-((4-(4-((3R,4S)-7-hydroxy-3-phenylchroman-4-yl)phenyl)piperazin-1-yl)methyl)-1-oxoisoindolin-2-yl)piperidine-2,6-dione